C1(C(C1C(=O)O)C(=O)O)[C@@H](C(=O)O)N (2S,2'R,3'R)-2-(2',3'-dicarboxycyclopropyl)glycine